N-(6-methoxyquinolin-8-yl)pentane-1,4-diamine phosphate P(=O)(O)(O)O.COC=1C=C2C=CC=NC2=C(C1)NCCCC(C)N